CN1N=CC=2C1=NC(=CN2)N[C@@H](C)C=2C=C(C=CC2)NC(C2=CC(=C(C=C2)CN2CCN(CC2)C)SC)=O (S)-N-(3-(1-((1-methyl-1H-pyrazolo[3,4-b]pyrazin-6-yl)amino)ethyl)phenyl)-4-((4-methylpiperazin-1-yl)methyl)-3-(methylthio)benzamide